(S)-3-hydroxy-1-(2-hydroxy-2-(naphthalen-2-yl)ethyl)-2-methylpyridin-4(1H)-one OC1=C(N(C=CC1=O)C[C@H](C1=CC2=CC=CC=C2C=C1)O)C